2-[[3-[bis(carboxy-methyl)amino]-2-hydroxypropyl]-(carboxymethyl)amino]acetic acid C(=O)(O)CN(CC(CN(CC(=O)O)CC(=O)O)O)CC(=O)O